N1C(CCCC1)C1NCCCC1 (racemic)-2,2'-bipiperidine